(±)-1-(4-methoxy-3-(2,2,2-trifluoroethoxy)phenyl)ethan-1-amine COC1=C(C=C(C=C1)[C@@H](C)N)OCC(F)(F)F |r|